(R)-3-(9-((1s,4S)-4-carbamoylcyclohexyl)-8-(2,6-dichloro-4-cyanophenylamino)-9H-purin-2-ylamino)-N-methylpiperidine-1-carboxamide C(N)(=O)C1CCC(CC1)N1C2=NC(=NC=C2N=C1NC1=C(C=C(C=C1Cl)C#N)Cl)N[C@H]1CN(CCC1)C(=O)NC